(S)-1-amino-2-(1-(but-2-ynyl)pyrrolidin-2-yl)-4-(4-((4-ethylpyridin-2-yl)Carbamoyl)phenyl)-1H-imidazole-5-carboxamide NN1C(=NC(=C1C(=O)N)C1=CC=C(C=C1)C(NC1=NC=CC(=C1)CC)=O)[C@H]1N(CCC1)CC#CC